C(OCCCCCCBr)(OCC(CCCCCCCC)CCCCCC)=O 6-bromohexyl (2-hexyldecyl) Carbonate